[Si](C)(C)(C(C)(C)C)OC[C@H]1CN(CCN1)C(=O)OC(C)(C)C |r| tert-Butyl (±)-3-(((tert-butyldimethylsilyl)oxy)methyl)piperazine-1-carboxylate